C(C1=CC=CC=C1)N1CCN(C12COC2)C(=O)C2=C(C=CC=C2)/C=C/C(=O)C2=CC=CC=C2 (E)-3-(2-(8-benzyl-2-oxa-5,8-diazaspiro[3.4]octane-5-carbonyl)phenyl)-1-phenylprop-2-en-1-one